6-(2-chloro-5-methoxyphenyl)-3-(6-fluoroisoquinolin-4-yl)thieno[3,2-d]pyrimidine-2,4(1H,3H)-dione ClC1=C(C=C(C=C1)OC)C1=CC=2NC(N(C(C2S1)=O)C1=CN=CC2=CC=C(C=C12)F)=O